CN1C(CCC1C)=O N-methyl-5-methyl-2-pyrrolidone